(R)-6-Isopropyl-5-(8-methoxy-[1,2,4]triazolo[1,5-a]pyridin-6-yl)-1-(1-(oxetan-3-yl)piperidin-3-yl)-1,3-dihydro-2H-benzo[d]imidazol-2-on C(C)(C)C=1C(=CC2=C(N(C(N2)=O)[C@H]2CN(CCC2)C2COC2)C1)C=1C=C(C=2N(C1)N=CN2)OC